2-[2-(5-fluoro-6-methyl-2-pyridyl)imidazo[1,2-a]pyridin-3-yl]-7-(4,5,6,7-tetrahydrotriazolo[1,5-a]pyrazin-3-yl)-1,5-naphthyridine FC=1C=CC(=NC1C)C=1N=C2N(C=CC=C2)C1C1=NC2=CC(=CN=C2C=C1)C=1N=NN2C1CNCC2